C1(CC1)[C@H]([C@@H](C(=O)[O-])C)C1=CC(=CC=C1)O (2s,3r)-3-cyclopropyl-3-(3-hydroxyphenyl)-2-methylpropionate